1-(2-Methoxy-ethyl)-2-(6-trifluoromethoxy-benzothiazol-2-ylamino)-1H-benzoimidazole-5-carboxylic acid COCCN1C(=NC2=C1C=CC(=C2)C(=O)O)NC=2SC1=C(N2)C=CC(=C1)OC(F)(F)F